(4R)-N-{6,7-dimethoxy-1H,2H,3H-cyclopenta[b]quinolin-9-yl}-1-ethylazepan-4-amine COC=1C(=CC=2C(=C3C(=NC2C1)CCC3)N[C@H]3CCN(CCC3)CC)OC